3-[(4-Chlorophenyl)amino]-4-{[2-(piperidin-1-yl)ethyl]amino}cyclobut-3-ene ClC1=CC=C(C=C1)NC=1CCC1NCCN1CCCCC1